(5-((2-chloropyrimidin-5-yl)oxy)thiazol-2-yl)-3-methoxycyclobutane-1-carboxamide ClC1=NC=C(C=N1)OC1=CN=C(S1)C1(CC(C1)OC)C(=O)N